(4-bromo-2-fluoro-phenyl)-1-methyl-piperidin-4-ol BrC1=CC(=C(C=C1)C1N(CCC(C1)O)C)F